O1CCN(CC1)C1=CC(=NC=N1)N1CC(C1)NC1=CC=CC=C1 1-(6-morpholinopyrimidin-4-yl)-N-phenyl-azetidin-3-amine